mandelyl-CoA C(C(O)C1=CC=CC=C1)(=O)SCCNC(CCNC([C@@H](C(COP(OP(OC[C@@H]1[C@H]([C@H]([C@@H](O1)N1C=NC=2C(N)=NC=NC12)O)OP(=O)(O)O)(=O)O)(=O)O)(C)C)O)=O)=O